CC(C=CC1=C(CCCC1(C)C)C)=CCBr 3-methyl-5-bromo-1-(2,6,6-trimethyl-1-cyclohexene-1-yl)-1,3-pentadiene